C1(=CC=CC=C1)N1C(C2=CC=CC=C2C1(C1=C(C(=CC=C1)C)C1=CC=C(C=C1)C#N)C1=C(C(=CC=C1)C)C1=CC=C(C=C1)C#N)=O 2-phenyl-3,3-bis(4-cyanophenyl-3-methylphenyl)isoindolin-1-one